[Sn].[Zr].[La].[Pb] Lead lanthanum zirconium tin